(5a)-17-(cyclopropylmethyl)-3,14-dihydroxy-4,5-epoxymorphinan-6-one C1(CC1)CN1[C@H]2[C@@]3(CCC([C@H]4[C@@]3(C=3C(=C(C=CC3C2)O)O4)CC1)=O)O